4-allyl-2-methoxyphenyl-sulfonate C(C=C)C1=CC(=C(C=C1)S(=O)(=O)[O-])OC